BrC=1C=C(C(=NC1)N1N=C2C(C=NC(=C2)C(F)(F)F)=C1Cl)SCC 2-(5-bromo-3-ethylsulfanyl-2-pyridyl)-3-chloro-6-(trifluoromethyl)pyrazolo[4,3-c]pyridine